N-(4-(1-(3-(cyanomethyl)-1-((trifluoromethyl)sulfonyl)azetidin-3-yl)-1,2,3,6-tetrahydropyridin-4-yl)-1H-pyrrolo[2,3-b]pyridin-6-yl)cyclopropylcarboxamide C(#N)CC1(CN(C1)S(=O)(=O)C(F)(F)F)N1CCC(=CC1)C1=C2C(=NC(=C1)NC(=O)C1CC1)NC=C2